C(C)(C)(C)C1=CC=CC=2C(C3=CC=CC=C3C(C12)=O)=O tert-butyl-anthraquinone